tin fluorene C1=CC=CC=2C3=CC=CC=C3CC12.[Sn]